L-β-Homophenylalanine hydrochloride Cl.N[C@@H](CC1=CC=CC=C1)CC(=O)O